(R)-N-(1-(2-(4,4-difluoropiperidin-1-yl)-3-methyl-4-oxo-6-(trifluoromethyl)-3,4-dihydroquinazolin-8-yl)ethyl)-2-methylpropane-2-sulfinamide FC1(CCN(CC1)C1=NC2=C(C=C(C=C2C(N1C)=O)C(F)(F)F)C(C)N[S@](=O)C(C)(C)C)F